CC=1N=C2N(N=C(C(=C2C)C)N2CC=3C=C(C=NC3CC2)C=2C=NC=CC2)C(C1)=O 2,8,9-trimethyl-7-(3-(pyridin-3-yl)-7,8-dihydro-1,6-naphthyridin-6(5H)-yl)-4H-pyrimido[1,2-b]pyridazin-4-one